1-[4-[(R)-amino(4,5-dichloro-2-hydroxyphenyl)methyl]piperidin-1-yl]-2-methylprop-2-en-1-one N[C@H](C1CCN(CC1)C(C(=C)C)=O)C1=C(C=C(C(=C1)Cl)Cl)O